ClC1=CC=C(C(=N1)C(=O)O)NC(C)C1=C2N=C(C(=NC2=CC(=C1)C)C#N)N1CC2=CC=C(C=C2C1)F 6-chloro-3-((1-(2-cyano-3-(5-fluoroisoindolin-2-yl)-7-methylquinoxalin-5-yl)ethyl)amino)picolinic acid